OC1C(CCC=2C=C(C=NC12)C#N)C 8-hydroxy-7-methyl-5,6,7,8-tetrahydroquinoline-3-carbonitrile